ClC1=C(C=CC=C1)C1CC2(C1)NC(N(C2=O)C2=CN=CC1=CC=C(C=C21)C(=O)OC)=O methyl 4-(2-(2-chlorophenyl)-6,8-dioxo-5,7-diazaspiro[3.4]octan-7-yl)isoquinoline-6-carboxylate